α-D-glucosamine 1-Phosphate P(=O)(O)(O)O[C@@H]1[C@H](N)[C@@H](O)[C@H](O)[C@H](O1)CO